C(CCCCCCCCCCCCCCC)(=O)O.N1C=NC=C1 imidazole hexadecanoate